N-(4-methoxybenzo[d]isoxazol-3-yl)-2-methyl-quinoline-8-sulfonamide COC1=CC=CC2=C1C(=NO2)NS(=O)(=O)C=2C=CC=C1C=CC(=NC21)C